4-chloro-3-cyclopropyl-1-(tetrahydro-2H-pyran-2-yl)-1H-pyrazolo[3,4-b]pyridine ClC1=C2C(=NC=C1)N(N=C2C2CC2)C2OCCCC2